triethoxy silyl propyl methacrylate CCCOC(=O)/C(=C(\OCC)/[Si])/C(OCC)OCC